3-ethyl-5-(2-hydroxyethyl)-4-methylThiazolidinium bromide [Br-].C(C)[NH+]1CSC(C1C)CCO